1-(cyclopropylmethyl)-4-oxo-3-((4-tolylpiperazin-1-yl)methyl)-4H-pyrido[1,2-a]pyrimidin-1-ium C1(CC1)C[N+]1=C2N(C(C(=C1)CN1C(CNCC1)C1=CC=C(C=C1)C)=O)C=CC=C2